(6-methyl-1,2,3,4-tetrahydroquinolin-2-yl)benzamide CC=1C=C2CCC(NC2=CC1)C1=C(C(=O)N)C=CC=C1